N(=NC(C#N)(CCCCC)C)C(C#N)(CCCCC)C azobis(methylheptanenitrile)